4-fluoro-5-(methoxymethoxy)pyridin-2-yl trifluoromethanesulfonate FC(S(=O)(=O)OC1=NC=C(C(=C1)F)OCOC)(F)F